BrCC1=CC=C(C=C1)C(C)C 1-(bromomethyl)-4-isopropylbenzene